3-Isocyanatopropyl-tributoxysilan N(=C=O)CCC[Si](OCCCC)(OCCCC)OCCCC